3-aminopropyldimethyl-silanolate NCCC[Si]([O-])(C)C